1,3-bis(2-(4-hydroxyphenyl)-2-propyl)benzene OC1=CC=C(C=C1)C(C)(C)C1=CC(=CC=C1)C(C)(C)C1=CC=C(C=C1)O